2',3',4',4a',5',6'-hexahydro-1'H-spiro[cyclohexane-1,7'-naphtho[1,8-cd]azepine] C1NCCC2C=3C1=CC=CC3C3(CC2)CCCCC3